(R)-4-(4-((7-ethyl-6-oxo-5,6-dihydro-1,5-naphthyridin-3-yl)methyl)-3-(hydroxymethyl)piperazin-1-yl)-2-fluoro-N-methylbenzamide C(C)C=1C(NC=2C=C(C=NC2C1)CN1[C@H](CN(CC1)C1=CC(=C(C(=O)NC)C=C1)F)CO)=O